COC1=C(NCC#CC=2N=C3N(C=CC=C3[C@H]3NC=4N(CC3)N=CC4)C2CC(F)(F)F)C=CC(=C1)S(=O)(=O)C (S)-2-methoxy-4-(methylsulfonyl)-N-(3-(8-(4,5,6,7-tetrahydropyrazolo[1,5-a]pyrimidin-5-yl)-3-(2,2,2-trifluoroethyl)imidazo[1,2-a]pyridin-2-yl)prop-2-yn-1-yl)aniline